COC1=NC=C(C(=O)O)C=C1CN1CCOCC1 6-methoxy-5-(morpholinomethyl)nicotinic acid